[1-(3-chlorophenyl)cyclopropyl]ethanol ClC=1C=C(C=CC1)C1(CC1)C(C)O